C(CC)C1C(C2C=CC1C2)C=O 3-propylbicyclo[2.2.1]hept-5-en-2-carbaldehyde